ClC1=CC=C(C=N1)CN(C)C [(6-chloropyridin-3-yl)methyl]dimethylamine